N-(6-amino-5-ethylpyridin-3-yl)-2-((2R,5S)-5-methyl-2-(2-((R)-1-methylpyrrolidin-3-yl)-2H-indazol-6-yl)piperidin-1-yl)-2-oxoacetamide NC1=C(C=C(C=N1)NC(C(=O)N1[C@H](CC[C@@H](C1)C)C=1C=CC2=CN(N=C2C1)[C@H]1CN(CC1)C)=O)CC